C(C=C\C=C/C=C\C=C/CCCCCCCC)=O 5Z,8Z,11Z,14Z-Heptadecatetraenal